BrCCOC1=CC=C2C=CC(NC2=C1)=O 7-(2-bromoethoxy)quinolone